3-Amino-5-[[2-[(2-methoxyethyl)amino]-6-[4-(trifluoromethyl)phenyl]-4-pyrimidinyl]oxy]-2(1H)-quinoxalinone NC=1C(NC2=CC=CC(=C2N1)OC1=NC(=NC(=C1)C1=CC=C(C=C1)C(F)(F)F)NCCOC)=O